4-[3-(3-[(cyclopropylamino)methyl]azetidin-1-carbonyl)-4-fluorobenzyl]phthalazin-1(2H)-one C1(CC1)NCC1CN(C1)C(=O)C=1C=C(CC2=NNC(C3=CC=CC=C23)=O)C=CC1F